C(#N)/C(/C(=O)NC1=C(C=CC(=C1)Br)Br)=C(\C)/O (Z)-2-cyano-N-(2,5-dibromophenyl)-3-hydroxybut-2-enamide